(4-(4-ethylpiperazin-1-yl)-2-nitrophenylamino)furo[2,3-c]pyridine-2-carboxylic acid methyl ester COC(=O)C1=C(C=2C(=CN=CC2)O1)NC1=C(C=C(C=C1)N1CCN(CC1)CC)[N+](=O)[O-]